C(CCCCCC)C1OC2=CC(=CC=C2C(C1)NCC1=CC(=C(C=C1)F)F)OC 2-heptyl-4-(3,4-difluorobenzylamino)-7-methoxychroman